(S)-3-(4-methoxyphenyl)-N-(5-methyl-4-oxo-2,3,4,5-tetrahydrobenzo[b][1,4]oxazepin-3-yl)-1H-indole-5-carboxamide COC1=CC=C(C=C1)C1=CNC2=CC=C(C=C12)C(=O)N[C@@H]1C(N(C2=C(OC1)C=CC=C2)C)=O